C(C)[Si](CC)=[Si](C1C(=CC2=C(C=CC=C12)C1=CC=C(C=C1)C(C)(C)C)C)C1C(=CC2=C(C=CC=C12)C1=CC=C(C=C1)C(C)(C)C)C (diethylsilanediyl)-bis(2-methyl-4-(4-t-butylphenyl)indenyl)silane